4-(1-phenylethoxy)piperidine hydrochloride salt Cl.C1(=CC=CC=C1)C(C)OC1CCNCC1